3-({[(1R)-6-(2-fluoro-4-methylphenoxy)-1,2,3,4-tetrahydronaphthalen-1-yl]methyl}amino)pyridine-4-carboxylic acid FC1=C(OC=2C=C3CCC[C@H](C3=CC2)CNC=2C=NC=CC2C(=O)O)C=CC(=C1)C